7'-Chloro-8'-methyl-2',3'-dihydrospiro[cyclopropane-1,4'-pyrido[2,3-b][1,4,5]oxathiazepine] 1',1'-dioxide ClC=1C(=CC2=C(OC3(CNS2(=O)=O)CC3)N1)C